C(C1=CC=CC=C1)N1N=C(N=N1)C(=O)N[C@@H]1CCC2=CC(=CC=C12)C1=NOC(=N1)C(C)C (R)-2-benzyl-N-(5-(5-isopropyl-1,2,4-oxadiazol-3-yl)-2,3-dihydro-1H-inden-1-yl)-2H-tetrazole-5-carboxamide